C(C)(C)(C)OC(=O)NC1([C@@H](C=CC(=C1)C)S(=O)(=O)[O-])CCC1=CC=CC=C1 (R)-2-((tert-butoxycarbonyl) amino)-2-phenethyl-4-methylbenzenesulfonate